C(C)OC(C(F)(F)C1=CC(=C(C=C1)C)Cl)=O 2-(3-chloro-4-methylphenyl)-2,2-difluoroacetic acid ethyl ester